CC=1C=C(C=NC1)NC(OC[C@@H]1OC2=C(C3=C(N=C(S3)C3=C4N=CC(=NC4=CC(=C3)C)OC)C(=C2)C)OC1)=O (R)-(2-(2-methoxy-7-methylquinoxalin-5-yl)-4-methyl-7,8-dihydro-[1,4]dioxino[2',3':3,4]benzo[1,2-d]thiazol-7-yl)methyl (5-methylpyridin-3-yl)carbamate